C1(=CC=CC=C1)N1C=2C=CC(=CC2C2(C3=CC=CC=C3SC=3C=CC=CC23)C2=CC=CC=C12)B1OC(C(O1)(C)C)(C)C 10-phenyl-2-(4,4,5,5-tetramethyl-1,3,2-dioxaborolan-2-yl)-10H-spiro[acridine-9,9'-thioxanthene]